C(CCCC)OCOCCCC(CC(C)I)C 6-iodo-4-methylheptyl pentyloxymethyl ether